(S)-8-(2-amino-6-((R)-2,2,2-trifluoro-1-(3'-fluoro-5'-isopropoxy-3-(3-methyl-1H-pyrazol-1-yl)-[1,1'-biphenyl]-4-yl)ethoxy)pyrimidin-4-yl)-2,8-diazaspiro[4.5]decane-3-carboxylic acid NC1=NC(=CC(=N1)N1CCC2(C[C@H](NC2)C(=O)O)CC1)O[C@@H](C(F)(F)F)C1=C(C=C(C=C1)C1=CC(=CC(=C1)OC(C)C)F)N1N=C(C=C1)C